NC(C(C)(C)OC(C1=CC(=CC=C1)CN1N=C2C(=C1C1=C(C=CC=C1)F)CN(C2)C)=O)=O 1-amino-2-methyl-1-oxopropan-2-yl-3-((3-(2-fluorophenyl)-5-methyl-5,6-dihydropyrrolo[3,4-c]pyrazole-2(4H)-yl)methyl)benzoate